BrC1=NC=CC(=C1)CO (2-bromo-4-pyridyl)methanol